4-(3-fluoro-4-sulfamoylbenzoyl)piperazine-1-carboxylic acid tert-butyl ester C(C)(C)(C)OC(=O)N1CCN(CC1)C(C1=CC(=C(C=C1)S(N)(=O)=O)F)=O